C1(=CC=CC=C1)NC1=C2C=CN(C2=C(C=C1)C(=O)NCC1=CC=C(C(=O)O)C=C1)CC1=CC=C(C=C1)C(F)(F)F 4-((4-(phenylamino)-1-(4-(trifluoromethyl)benzyl)-1H-indol-7-amido)methyl)benzoic acid